NC1=C2N=CN(C2=NC=N1)[C@@H]1O[C@@H]([C@H]([C@H]1O)O)CNCCCNCC1=CC2=CC=CC=C2C=C1 (2R,3R,4s,5R)-2-(6-amino-9H-purin-9-yl)-5-(((3-((naphthalen-2-ylmethyl)amino)propyl)amino)methyl)tetrahydrofuran-3,4-diol